(2-fluoro-4-(piperazin-1-yl)phenyl)-6-(thiazol-4-yl)-8,9-dihydroimidazo[1',2':1,6]pyrido[2,3-d]pyrimidin-2-amine FC1=C(C=CC(=C1)N1CCNCC1)C=1C2=C(N=C(N1)N)N1C(C(=C2)C=2N=CSC2)=NCC1